C1[C@@H]([C@H](O[C@H]1N2C=CC(=NC2=O)C3C(C(=NC(=O)N3[C@H]4C[C@@H]([C@H](O4)CO)O)N)N)CO)O The molecule is an N-glycosyl compound that is a metabolite produced by the bacterium Mycoplasma genitalium. It has a role as a Mycoplasma genitalium metabolite. It is an aminopyrimidine, a pyrimidone, a ring assembly and a N-glycosyl compound.